COC1=CC=C(C=N1)NC1=NC=CC(=C1)OC1=C(N=C(S1)C)C1=CC=CC=C1 N-(6-methoxypyridin-3-yl)-4-((2-methyl-4-phenylthiazol-5-yl)oxy)pyridin-2-amine